C(C1=CC=CC=C1)N(C(O)=O)C(CCCN)(CCCN)CCCN.OC1=C(C=NN1C)C(=O)C=1C=CC2=C(C(CS2(=O)=O)(C)C)C1C (5-hydroxy-1-methyl-1H-pyrazol-4-yl)(3,3,4-trimethyl-1,1-dioxido-2,3-dihydro-1-benzothiophen-5-yl)methanone benzyl-(1,7-diamino-4-(3-aminopropyl)heptan-4-yl)carbamate